4-(4-methoxyphenyl)-2,4,7-trimethyloct-6-enal COC1=CC=C(C=C1)C(CC(C=O)C)(CC=C(C)C)C